4-(7-(8-chloro-7-fluoro-3-hydroxynaphthalen-1-yl)-2-(((2R,7aS)-2-fluorohexahydro-1H-pyrrolizin-7a-yl)methoxy)-5,6,7,8-tetrahydropyrido[3,4-d]pyrimidin-4-yl)-6-methyl-1,4-oxazepan-6-ol ClC=1C(=CC=C2C=C(C=C(C12)N1CC=2N=C(N=C(C2CC1)N1CCOCC(C1)(O)C)OC[C@]12CCCN2C[C@@H](C1)F)O)F